3-(3-((2-((2-cyclopropyl-4-(piperazin-1-yl)phenyl)amino)-5-(difluoromethyl)pyrimidin-4-yl)amino)propyl)-1,3-oxazinan-2-one C1(CC1)C1=C(C=CC(=C1)N1CCNCC1)NC1=NC=C(C(=N1)NCCCN1C(OCCC1)=O)C(F)F